4-[2-[(dimethylamino)methyl]-4-(trifluoromethyl)thiazol-5-yl]-5-fluoro-N-(2-methyl-4-piperidyl)pyrimidin-2-amine CN(C)CC=1SC(=C(N1)C(F)(F)F)C1=NC(=NC=C1F)NC1CC(NCC1)C